N1CC(C1)OC=1C=CC(=C(C(=O)N[C@H](C)C2=CC(=CC=C2)C=2SC(=CC2)CNC2CCCC2)C1)C (R)-5-(azetidin-3-yloxy)-N-(1-(3-(5-((cyclopentylamino)methyl)thiophen-2-yl)phenyl)ethyl)-2-methylbenzamide